2-[(3S)-3-methylpiperazin-1-yl]pyrimidine-5-carbonitrile C[C@H]1CN(CCN1)C1=NC=C(C=N1)C#N